6-Chloro-3-[1-hydroxy-1-(1-methyl-1H-pyrazol-3-yl)-methylidene]-5-(4-morpholin-4-yl-phenyl)-1,3-dihydro-indol-2-one ClC1=C(C=C2C(C(NC2=C1)=O)=C(C1=NN(C=C1)C)O)C1=CC=C(C=C1)N1CCOCC1